4-Chloro-7-((3aR,3bR,4aS,5R,5aS)-3b-(1-cyclopropylvinyl)-2,2-dimethylhexahydrocyclopropa[3,4]cyclopenta[1,2-d][1,3]dioxol-5-yl)-7H-pyrrolo[2,3-d]pyrimidine ClC=1C2=C(N=CN1)N(C=C2)[C@@H]2[C@@H]1[C@]([C@@H]3[C@H]2OC(O3)(C)C)(C1)C(=C)C1CC1